N-(1-benzylpiperidin-4-yl)-3-(6-(4-methylpiperazin-1-yl)imidazo[1,2-b]pyridazin-3-yl)propanamide C(C1=CC=CC=C1)N1CCC(CC1)NC(CCC1=CN=C2N1N=C(C=C2)N2CCN(CC2)C)=O